CC1=C(C(=NC(=C1C(=O)O)Cl)Cl)F methyl-2,6-dichloro-5-fluoronicotinic acid